Biphenylene diphosphonite P(O)OPO.C1=CC=CC=2C3=CC=CC=C3C12